C(C)OC(=O)C1=C(N=C(N1C[C@H]1OCC1)C=O)C(F)(F)F (S)-2-formyl-1-(oxetan-2-ylmethyl)-4-(trifluoromethyl)-1H-imidazole-5-carboxylic acid ethyl ester